N-(3,5-difluoro-2-methoxyphenyl)thiourea FC=1C(=C(C=C(C1)F)NC(=S)N)OC